2,3-difluoro-4-(6-(methyl-(7H-pyrrolo[2,3-d]pyrimidin-4-yl)amino)-2-azaspiro[3.3]heptane-2-carbonyl)benzonitrile FC1=C(C#N)C=CC(=C1F)C(=O)N1CC2(C1)CC(C2)N(C=2C1=C(N=CN2)NC=C1)C